C1(CC1)C1=C(CNC=2C=NC=CC2C(=O)O)C=CC=C1C 3-[(2-cyclopropyl-3-methylbenzyl)amino]pyridine-4-carboxylic acid